CCC(C)NC1=CC=C(C=C1)CC2=CC=C(C=C2)NC(C)CC 4,4'-methylenebis[N-sec-butylaniline]